N-(6-bromo-1-cyclobutyl-1H-indol-2-yl)-3,3-dimethylbutyramide BrC1=CC=C2C=C(N(C2=C1)C1CCC1)NC(CC(C)(C)C)=O